Cl.ClC1=C(C=CC(=N1)C(=O)NC)N1CCNCC1 6-chloro-N-methyl-5-(piperazin-1-yl)pyridine-2-carboxamide hydrochloride